CC(C)(C)OC(=O)NC1CCC(CC1)O Tert-butyl ((1r,4r)-4-hydroxycyclohexyl)carbamate